BrC=1C(=C(C=CC1)S(=O)(=O)NC1=C(C=C(C(=O)OC)C=C1)OC)F methyl 4-(3-bromo-2-fluorobenzenesulfonamido)-3-methoxybenzoate